tert-butyl N-[3-amino-5-(methylcarbamoyl)pyridin-2-yl]-N-(2-chloro-5-fluorophenyl)carbamate NC=1C(=NC=C(C1)C(NC)=O)N(C(OC(C)(C)C)=O)C1=C(C=CC(=C1)F)Cl